(7R,14R)-1-(difluoromethoxy)-6-(methyl-d3)-11-(piperidin-4-ylethynyl)-6,7-dihydro-7,14-methanobenzo[f]benzo[4,5]imidazo[1,2-a][1,4]diazocin FC(OC1=CC=CC2=CN([C@H]3C=4N(C(=C21)C3)C3=C(N4)C=CC(=C3)C#CC3CCNCC3)C([2H])([2H])[2H])F